5-((4-Bromophenoxy)methyl)-3-isopropyloxazolidin-2-one BrC1=CC=C(OCC2CN(C(O2)=O)C(C)C)C=C1